C1(=CC=CC2=CC=CC=C12)C(CC)O 1-(naphthalen-1-yl)propan-1-ol